ClC1=C(C(=CC=C1F)F)[C@@H]1N(OCC1)C1=CC(=NC=N1)NC=1C(=CC(=C(C1)NC(C=C)=O)N1CCC(CC1)N1C[C@@H](N(CC1)C1CC1)C)OC N-(5-((6-((R)-3-(2-chloro-3,6-difluorophenyl)-isoxazolidine-2-yl)pyrimidine-4-yl)amino)-2-(4-((S)-4-cyclopropyl-3-methylpiperazine-1-yl)piperidine-1-yl)-4-methoxy-phenyl)acrylamide